N-[5-(1H-benzimidazol-2-yl)-1-[(4-methoxyphenyl)methyl]pyrazol-3-yl]-6-(4-methoxy-1-piperidyl)pyridine-3-carboxamide N1C(=NC2=C1C=CC=C2)C2=CC(=NN2CC2=CC=C(C=C2)OC)NC(=O)C=2C=NC(=CC2)N2CCC(CC2)OC